Diethyl 2-((1s,4s)-4-(6-fluoroquinolin-4-yl) cyclohexyl)-2-methylmalonate FC=1C=C2C(=CC=NC2=CC1)C1CCC(CC1)C(C(=O)OCC)(C(=O)OCC)C